COC1=NC=C(C(=N1)OC)N1N=C2C(C=[N+](C=C2C#N)[O-])=C1 2-(2,4-dimethoxypyrimidin-5-yl)-5-oxido-pyrazolo[4,3-c]pyridin-5-ium-7-carbonitrile